(2R,3R,4S,5R)-2-(4-Amino-7H-pyrrolo[2,3-d]pyrimidin-7-yl)-5-((R)-hydroxy(phenyl)methyl)tetrahydrofuran-3,4-diol NC=1C2=C(N=CN1)N(C=C2)[C@@H]2O[C@@H]([C@H]([C@H]2O)O)[C@@H](C2=CC=CC=C2)O